C1(CCCCC1)C[C@@H](C(N[C@@H](CCC(N(CCNC(NCC)=O)C)=O)CO)=O)NC(OCC1=CC(=CC=C1)Cl)=O 3-chlorobenzyl ((12S,15S)-16-cyclohexyl-12-(hydroxymethyl)-8-methyl-4,9,14-trioxo-3,5,8,13-tetraazahexadecan-15-yl)carbamate